C1(CC1)C1=CC(=NN1C1=CC=C(C=C1)CN)C(F)(F)F 1-[4-[5-cyclopropyl-3-(trifluoromethyl)pyrazol-1-yl]phenyl]methanamine